2-Methyl-4-(4,4,5,5-tetramethyl-1,3,2-dioxaborolan-2-yl)quinoline CC1=NC2=CC=CC=C2C(=C1)B1OC(C(O1)(C)C)(C)C